6-Chloro-2-fluoro-N-[4-[(E)-3-[4-[2-hydroxyethyl(methyl)amino]phenyl]prop-2-enoyl]phenyl]-3-methylbenzamide ClC1=CC=C(C(=C1C(=O)NC1=CC=C(C=C1)C(\C=C\C1=CC=C(C=C1)N(C)CCO)=O)F)C